NC1=C2NC(N(C2=NC=N1)[C@H]1[C@H](CN(CC1)C(=O)OC(C)(C)C)F)=O |o1:10,11| rel-tert-butyl (3S,4R)-4-(6-amino-8-oxo-7H-purin-9-yl)-3-fluoropiperidine-1-carboxylate